NC1=C2C(=NC=N1)N(N=C2C2=CC(=CC(=C2)O)F)CC=2OC1=CC=C(C=C1C(C2C2=CC(=CC=C2)F)=O)F 2-((4-Amino-3-(3-fluoro-5-hydroxyphenyl)-1H-pyrazolo[3,4-d]pyrimidin-1-yl)methyl)-6-fluoro-3-(3-Fluorophenyl)-4H-chromen-4-one